NC1=CC=C(C=C1)CC(C)O 1-(4-aminophenyl)propan-2-ol